O=C(CNC(CN(S(=O)(=O)C)C1CCN(CC1)C(C)C=1C=CC=C2C=CC=NC12)=O)NCC#C N-(2-oxo-2-(prop-2-yn-1-ylamino)ethyl)-2-(N-(1-(1-(quinolin-8-yl)ethyl)piperidin-4-yl)methylsulfonamido)acetamide